ClC1=C(C=CC=C1NC(=O)C=1N(C2=C(CN(CC2)C(=O)OC(C)(C)C)N1)C)C1=C(C(=CC=C1)NC=1N=CC=C2C=C(C=NC12)C=O)C tert-butyl 2-(2-chloro-3'-(3-formyl-1,7-naphthyridin-8-ylamino)-2'-methylbiphenyl-3-ylcarbamoyl)-1-methyl-6,7-dihydro-1H-imidazo[4,5-c]pyridine-5(4H)-carboxylate